N1=NC(=CC=C1)N1CCC(CC1)NC1=CC(=CC=C1)C1=NC2=C(N1)C=C(C=C2)C(F)(F)F 1-(pyridazin-3-yl)-N-(3-(6-(trifluoromethyl)-1H-benzo[d]imidazol-2-yl)phenyl)piperidin-4-amine